1-cyclobutyl-2-(5-hydroxy-4-(isoxazol-4-ylcarbamoyl)-1-methyl-6-oxo-1,6-dihydropyrimidin-2-yl)-1H-benzo[d]imidazole-6-carboxamide C1(CCC1)N1C(=NC2=C1C=C(C=C2)C(=O)N)C=2N(C(C(=C(N2)C(NC=2C=NOC2)=O)O)=O)C